N1[SiH2]N[SiH2]N[SiH2]1 cyclotriSilazane